tert-butyl 4-azido-3,3-difluoropiperidine-1-carboxylate N(=[N+]=[N-])C1C(CN(CC1)C(=O)OC(C)(C)C)(F)F